3-methyl-1-(oxan-2-yl)-5-(tetramethyl-1,3,2-dioxaborolan-2-yl)-1H-pyrazole CC1=NN(C(=C1)B1OC(C(O1)(C)C)(C)C)C1OCCCC1